BrC1=CC=C(C=C1)N(C(C=C)=O)C1=CC=CC=C1 N-(4-bromophenyl)-N-phenylacrylamide